Methyl ((2-fluoro-4-methylphenyl)sulfonyl)-L-prolinate FC1=C(C=CC(=C1)C)S(=O)(=O)N1[C@@H](CCC1)C(=O)OC